2,6-dihydroxy-hexanoyl-CoA OC(C(=O)SCCNC(CCNC([C@@H](C(COP(OP(OC[C@@H]1[C@H]([C@H]([C@@H](O1)N1C=NC=2C(N)=NC=NC12)O)OP(=O)(O)O)(=O)O)(=O)O)(C)C)O)=O)=O)CCCCO